(1S,2S,5R)-N-(bicyclo[4.1.0]heptan-3-yl)-N-((2,3-dihydrobenzofuran-6-yl)methyl)-3-((4-methoxyphenyl)sulfonyl)-3-azabicyclo[3.1.0]hexane-2-carboxamide C12CC(CCC2C1)N(C(=O)[C@@H]1[C@H]2C[C@H]2CN1S(=O)(=O)C1=CC=C(C=C1)OC)CC1=CC2=C(CCO2)C=C1